BrC1=C(C(=CC(=C1)C(C)(C)C1=CC(=C(C(=C1)Br)OC)Br)Br)OC 1,3-dibromo-5-[2-(3,5-dibromo-4-methoxyphenyl)propan-2-yl]-2-methoxybenzene